FC1=C(C(=CC=C1C)C1=NN=C(C=2CCCCC12)NC1CN(CCC1)C)O 2-fluoro-3-methyl-6-(4-((1-methylpiperidin-3-yl)amino)-5,6,7,8-tetrahydrophthalazin-1-yl)phenol